methyl (2R,3S,5R)-5-methyl-3-(methylsulfonamido)-2-((((1R,3R,6S)-6-(thiazol-2-yl)bicyclo[4.1.0]heptan-3-yl)oxy)methyl)pyrrolidine-1-carboxylate C[C@@H]1C[C@@H]([C@@H](N1C(=O)OC)CO[C@H]1C[C@H]2C[C@]2(CC1)C=1SC=CN1)NS(=O)(=O)C